FC=1C=NN2C1C(NC1=C(C(=CC=C21)CN2CCN(CC2)C=2C(=NC(=CC2)C(NC)=O)F)C)=O 3-fluoro-7-((4-(2-fluoro-6-(methylcarbamoyl)pyridin-3-yl)piperazin-1-yl)methyl)-6-methylpyrazolo[1,5-a]quinoxalin-4(5H)-one